FC1=C(C=CC=C1)C1=C(C=C)C=CC=C1 2-(2'-fluorophenyl)styrene